COC1=C(C(=CC=C1)OC)N1C(=NN=C1C=1OC(=CC1)C)CNC(C(=O)OCC)=O Ethyl ({[4-(2,6-dimethoxyphenyl)-5-(5-methylfuran-2-yl)-4H-1,2,4-triazol-3-yl]methyl}amino)(oxo)acetate